C[C@H]1N(C[C@@H](NC1)C)C=1C=CC=C2C=CC=NC12 8-((2R,5S)-2,5-dimethylpiperazin-1-yl)quinoline